C(C(C)C)C1=CC=C(C(=N1)N1C(C[C@@H](C1)C)(C)C)C(=O)N 6-isobutyl-2-[(4S)-2,2,4-trimethylpyrrolidin-1-yl]pyridin-3-carboxamid